aminoboron oxygen [O].N[B]